FC(C(=O)OC1C[C@H]2CC[C@@H](C1)N2C)(CO)C2=CC=CC=C2 (1R,3r,5S)-8-methyl-8-azabicyclo[3.2.1]octan-3-yl 2-fluoro-3-hydroxy-2-phenylpropanoate